(2R,3S,4S,5R)-N-(3-cyano-4-fluorophenyl)-3-(3,4-difluoro-2-methoxyphenyl)-4,5-dimethyl-5-(trifluoromethyl)tetrahydrofuran-2-carboxamide nickel [Ni].C(#N)C=1C=C(C=CC1F)NC(=O)[C@@H]1O[C@]([C@H]([C@H]1C1=C(C(=C(C=C1)F)F)OC)C)(C(F)(F)F)C